C(C)(C)(C)OC(=O)N1CCC2(CCNC2)CC1 tert-butyl-2,8-diazaspiro[4.5]decane-8-carboxylate